3-methyl-N-(2-nitrophenyl)isothiazol-5-amine CC1=NSC(=C1)NC1=C(C=CC=C1)[N+](=O)[O-]